FC1=CC=C(C=C1)[C@H](C)NC1=NC(=CC(=N1)NC1=NC=CN=C1)N1CCN(CC1)S(=O)(=O)C1=CC=CC=C1 (S)-N2-[1-(4-fluorophenyl)ethyl]-6-[4-(phenylsulfonyl)piperazin-1-yl]-N4-(pyrazin-2-yl)pyrimidine-2,4-diamine